9-(9H-carbazol-9-yl)-N-phenyl-N-(8-phenylnaphthalen-2-yl)dibenzo[b,d]furan-3-amine C1=CC=CC=2C3=CC=CC=C3N(C12)C1=CC=CC2=C1C1=C(O2)C=C(C=C1)N(C1=CC2=C(C=CC=C2C=C1)C1=CC=CC=C1)C1=CC=CC=C1